5-methyl-N-(4-(4-(4-methylpiperazin-1-yl)piperidin-1-yl)phenyl)-4-(3-phenylisoxazolidine-2-yl)pyrimidin-2-amine CC=1C(=NC(=NC1)NC1=CC=C(C=C1)N1CCC(CC1)N1CCN(CC1)C)N1OCCC1C1=CC=CC=C1